ClC1=NN(C=C1C1=NC=CC(=N1)NC=1N=CC2=C(C=CC(=C2C1)C(C)C)N1[C@@H]([C@H](C1)CS(=O)(=O)C)C)C1CC(OCC1)C N-(2-(3-chloro-1-(2-methyltetrahydro-2H-pyran-4-yl)-1H-pyrazol-4-yl)pyrimidin-4-yl)-5-isopropyl-8-((2r,3s)-2-methyl-3-((methylsulfonyl)methyl)azetidin-1-yl)isoquinolin-3-amine